I.CP(C)CCCCCCCCCCCCCCCCCCCCCC P,P-dimethyl-behenylphosphine hydroiodide